6-(isopropylsulfinyl)-2-methyl-N-((R)-1-(3-nitro-5-(trifluoromethyl)phenyl)ethyl)-7-(pyrrolidin-1-yl)pyrido[2,3-d]pyrimidin-4-amine C(C)(C)S(=O)C1=CC2=C(N=C(N=C2N[C@H](C)C2=CC(=CC(=C2)C(F)(F)F)[N+](=O)[O-])C)N=C1N1CCCC1